(E)-N-(5-(azepan-1-carbonyl)-1-methyl-1H-pyrrol-3-yl)-1-methyl-4-(4-(2-(quinolin-3-yl)vinyl)benzoylamino)-1H-pyrrole-2-carboxamide N1(CCCCCC1)C(=O)C1=CC(=CN1C)NC(=O)C=1N(C=C(C1)NC(C1=CC=C(C=C1)\C=C\C=1C=NC2=CC=CC=C2C1)=O)C